ClC1=CC=C(C=C1)/C=C/C(CN1N=CN=C1)=O (E)-4-(4-chlorophenyl)-1-(1H-1,2,4-triazole-1-yl)butan-3-ene-2-one